7-bromo-N-[5-(difluoromethoxy)-3-fluoro-6-methoxy-2-pyridyl]imidazo[1,2-a]pyridine-3-sulfonamide BrC1=CC=2N(C=C1)C(=CN2)S(=O)(=O)NC2=NC(=C(C=C2F)OC(F)F)OC